N-[3-Fluoro-4-[2-[2-[[(3S)-3-piperidyl]amino]pyrimidin-4-yl]phenoxy]phenyl]benzenesulfonamide FC=1C=C(C=CC1OC1=C(C=CC=C1)C1=NC(=NC=C1)N[C@@H]1CNCCC1)NS(=O)(=O)C1=CC=CC=C1